C(N)(=O)C1=C(N=CN1)NCC1=C(C=CC=C1)C1N(CCC(C1)(F)F)C(=O)OCC1=CC=CC=C1 benzyl 2-(2-(((5-carbamoyl-1H-imidazol-4-yl) amino) methyl) phenyl)-4,4-difluoropiperidine-1-carboxylate